2,4-di-t-butoxy-2,4,6,8-tetramethylcyclotetrasiloxane C(C)(C)(C)O[Si]1(O[SiH](O[SiH](O[Si](O1)(C)OC(C)(C)C)C)C)C